N(=[N+]=[N-])CCC[C@]1([C@H]([C@H]2[C@H](N3C(=NCC(=C3)C)O2)O1)OCC1=CC=CC=C1)COCC1=CC=CC=C1 (2R,3S,3aS,9aR)-2-(3-azidopropyl)-3-(benzyloxy)-2-[(benzyloxy)methyl]-7-methyl-2,3,3a,9a-tetrahydro-6H-furo[2',3':4,5][1,3]Oxazolo[3,2-a]Pyrimidin